3-({[(4R)-7-[(4-ethylphenyl)(methyl)amino]-3,4-dihydro-2H-1-benzopyran-4-yl]methyl}amino)pyridine-4-carboxylic acid C(C)C1=CC=C(C=C1)N(C1=CC2=C([C@@H](CCO2)CNC=2C=NC=CC2C(=O)O)C=C1)C